OC=1C=CC(=NC1)COC=1C=C2CN(CC2=CC1)C1=NC=NC=C1C#N 4-{5-[(5-hydroxypyridin-2-yl)methoxy]-2,3-dihydro-1H-isoindol-2-yl}pyrimidine-5-carbonitrile